(S)-(2,3-Dihydrofuran-2-yl)methylamine O1[C@@H](CC=C1)CN